C1(CC1)C1=NN=C2N1N=C(C=C2NCC2=NC=CC=C2)N2CCCCC2 3-cyclopropyl-6-(1-piperidyl)-N-(2-pyridylmethyl)-[1,2,4]triazolo[4,3-b]pyridazin-8-amine